CN(CCC1CCN(CC1)C1=C(C=O)C=C(C=N1)C)C (4-(2-(dimethylamino)ethyl)piperidin-1-yl)-5-methylnicotinaldehyde